FC(OC1=C(C=2N(C=C1)C=CN2)C#N)F 7-(difluoromethoxy)imidazo[1,2-a]pyridine-8-carbonitrile